ClC=1C=CC(=C(C1)O)C1=C2C(=C(N=N1)NCC1=CC=C(C=C1)F)C=NC=C2 5-chloro-2-(4-((4-fluorobenzyl)amino)pyrido[3,4-d]pyridazin-1-yl)phenol